4-(2-tert-butoxy-ethoxy)-1-butanol C(C)(C)(C)OCCOCCCCO